N-[4-[4-cyano-2-[4-(difluoromethyl)-1,2,4-triazol-3-yl]phenyl]-6-cyclopropylpyridin-2-yl]-1-cyclopropyl-5-ethenyl-2-oxopyridine-3-carboxamide C(#N)C1=CC(=C(C=C1)C1=CC(=NC(=C1)C1CC1)NC(=O)C=1C(N(C=C(C1)C=C)C1CC1)=O)C1=NN=CN1C(F)F